NC1=NC=NN2C1=C(C=C2C=2C(=CC(=C(C(=O)N[C@@H]1CN(C[C@@H]1F)C(=O)C1=CC=NC=C1)C2)C)F)C(F)(F)F 5-[4-amino-5-(trifluoromethyl)pyrrolo[2,1-f][1,2,4]triazin-7-yl]-4-fluoro-N-[(3R,4S)-4-fluoro-1-(pyridine-4-carbonyl)pyrrolidin-3-yl]-2-methylbenzamide